3-chloro-6,7-dimethylthieno[3,2-g]cinnoline ClC=1N=NC2=CC3=C(C=C2C1)C(=C(S3)C)C